3-[7-(aminocarbonyl)-2H-indazole-2-yl]piperidine-1-carboxylate NC(=O)C1=CC=CC2=CN(N=C12)C1CN(CCC1)C(=O)[O-]